FC1(CN(CC[C@H]1N1C(N(C=2C=NC=3C=CC(=CC3C21)C=2C=NC(=CC2)OC)C[2H])=O)C)F (R)-1-(3,3-difluoro-1-methylpiperidin-4-yl)-8-(6-methoxypyridin-3-yl)-3-(deuteromethyl)-1,3-dihydro-2H-imidazo[4,5-c]quinolin-2-one